C(CCC)[Sn](C1=NC=C(C=C1)Cl)(CCCC)CCCC tributyl-(5-chloro-2-pyridyl)stannane